C1(CCCCC1)CN1C(CN(C=2C(N[C@](NC12)(N)NC1=C(C=C(C=C1)S(=O)(=O)CC(=O)N1CCN(CC1)C)OC)=O)C)CC (R)-8-(cyclohexylmethyl)-7-ethyl-2-[2-methoxy-4-(2-(4-methylpiperazin-1-yl)-2-oxoethylsulphonyl)phenylamino]-5-methyl-7,8-dihydropterin